N-(8'-bromo-4'H-spiro[cyclopropane-1,5'-naphtho[2,1-d]isoxazol]-3'-yl)-3-fluoro-5-methoxypyridine-4-sulfonamide BrC1=CC=C2C3(CC=4C(=NOC4C2=C1)NS(=O)(=O)C1=C(C=NC=C1OC)F)CC3